C(#N)C=1C=C(C=C(C1)F)[C@@H]1CC=NN1C(=O)N1CCN(CC1)C1=NC=C(C(=N1)C=1N=NN(C1C)CC(=O)N)F (S)-2-(4-(2-(4-(5-(3-cyano-5-fluorophenyl)-4,5-dihydro-1H-pyrazole-1-carbonyl)piperazin-1-yl)-5-fluoropyrimidin-4-yl)-5-methyl-1H-1,2,3-triazol-1-yl)acetamide